[Si]=O.[As] arsenic-silicon oxide